[C@@H]1([C@H](O)[C@H](O)[C@@H](CN[C@@H](C[SeH])C(=O)O)O1)N1C=NC=2C(N)=NC=NC12 adenosylselenocysteine